1,8-dimethyl-3-(1,2,3,6-tetrahydropyridin-5-yl)-5-[[(1R)-1-[3-(trifluoromethyl)phenyl]ethyl]amino]pyrido[2,3-d]pyridazin-2-one CN1C(C(=CC=2C1=C(N=NC2N[C@H](C)C2=CC(=CC=C2)C(F)(F)F)C)C2=CCCNC2)=O